(1R,5S)-6,6-difluoro-3-azabicyclo[3.1.0]hexane FC1([C@@H]2CNC[C@H]12)F